ethyl 2-(2-(2-bromo-5-(trifluoromethoxy) benzoyl) hydrazino)-2-oxoacetate BrC1=C(C(=O)NNC(C(=O)OCC)=O)C=C(C=C1)OC(F)(F)F